((((9H-fluoren-9-yl)methoxy)carbonyl)amino)pent-4-ynoic acid C1=CC=CC=2C3=CC=CC=C3C(C12)COC(=O)NC(C(=O)O)CC#C